C(C)(C)(C)OC(N(C)C1=CC(=C(C(=C1)F)[C@@H]1CNC([C@H]1NC(=O)NC1=CC=C(C=C1)F)=O)F)=O |o1:15,19| (3,5-difluoro-4-{(3R*,4S*)-4-[3-(4-fluorophenyl)ureido]-5-oxopyrrolidin-3-yl}phenyl)(methyl)carbamic acid tert-butyl ester